1-(3-(bromomethyl)phenyl)ethan-1-one BrCC=1C=C(C=CC1)C(C)=O